6-(4-chlorophenyl)-N-[(5-fluoro-2-morpholino-3-pyridyl)methyl]pyridazine-4-carboxamide ClC1=CC=C(C=C1)C1=CC(=CN=N1)C(=O)NCC=1C(=NC=C(C1)F)N1CCOCC1